C1(=CC=CC=C1)N(C1=CC=C(C=C1)C1=CC=C(C=C1)N(C1=CC(=CC=C1)C)C1=CC=CC=C1)C1=CC(=CC=C1)C N,N'-diphenyl-N,N'-bis-(3-methylphenyl)-(1,1)-biphenyl-4,4'-diamine